C(#N)C1=CC=C(C2=C1CCO2)[C@H]2C(=C(NC1=C(C=NC(=C21)OC(F)F)C)C)C(=O)N (R)-4-(4-cyano-2,3-dihydrobenzofuran-7-yl)-5-(difluoromethoxy)-2,8-dimethyl-1,4-dihydro-1,6-naphthyridine-3-carboxamide